COC1=CC=C(CN(C2=C(C=C3C(=N2)C=C(N3)CNC)C)CC3=CC=C(C=C3)OC)C=C1 N,N-bis(4-methoxybenzyl)-6-methyl-2-((methylamino)methyl)-1H-pyrrolo[3,2-b]pyridin-5-amine